[(2R,3S,4R,5R)-5-[2-chloro-4-[cyclopentyl-(ethyl)amino]pyrrolo-[2,3-d]pyrimidin-7-yl]-3,4-dihydroxy-tetra-hydrofuran-2-yl]-methoxymethylphosphonic acid ClC=1N=C(C2=C(N1)N(C=C2)[C@H]2[C@@H]([C@@H]([C@@H](O2)C(OC)P(O)(O)=O)O)O)N(CC)C2CCCC2